CC1=C(C=NC=C1N1N=C2C(=C1)CCC2C2=CC=CC=C2)C#CC=2C=NC(=NC2)N 5-((4-methyl-5-(6-phenyl-5,6-dihydrocyclopenta[c]pyrazol-2(4H)-yl)pyridine-3-yl)ethynyl)pyrimidin-2-amine